CC1(CCC(CC1)N1CCC(CC1)OCC=1N=C(SC1)N)C 4-({[1-(4,4-Dimethylcyclohexyl)piperidin-4-yl]oxy}methyl)-1,3-thiazol-2-amine